FC1(CCC(CC1)(C1=CC(=CC=C1)OC)C(=O)N1[C@H](C[C@H](C1)F)C(=O)NC1=CC=C2C(=N1)C=NN2C(=O)OC(C)(C)C)F tert-Butyl 5-{[(4R)-1-{[4,4-difluoro-1-(3-methoxyphenyl)cyclohexyl]carbonyl}-4-fluoro-D-prolyl]amino}-1H-pyrazolo[4,3-b]pyridine-1-carboxylate